[3-({(2S,3R)-3-[(N,N-dimethylsulfamoyl)amino]-4,4-difluoro-1-(1-hydroxycyclobutane-1-carbonyl)pyrrolidin-2-yl}methyl)-2-fluorophenyl]boronic acid CN(S(=O)(=O)N[C@@H]1[C@@H](N(CC1(F)F)C(=O)C1(CCC1)O)CC=1C(=C(C=CC1)B(O)O)F)C